ClC=1C=NC=C(C1C(C)OC=1C=C2C(=NNC2=CC1)C1=NC2=C(N1)CN(C2)C(CN2CCOCC2)=O)Cl (2-(5-(1-(3,5-dichloropyridin-4-yl)ethoxy)-1H-indazol-3-yl)-4,6-dihydropyrrolo[3,4-d]imidazol-5(1H)-yl)-2-morpholinoethan-1-one